C(C)(C)(C)C1=CN=C(S1)N1C([C@]2(N(CCN(C2)C#N)CC1)C)=O (S)-8-(5-(tert-butyl)thiazol-2-yl)-9a-methyl-9-oxooctahydro-2H-pyrazino[1,2-a]pyrazine-2-carbonitrile